pyrrolo[1,2-a]pyrazin-8-yl-methanone C=1C=2N(C=CN1)C=CC2C=O